CN(C=1C=C(C=O)C=CN1)C 2-(DIMETHYLAMINO)ISONICOTINALDEHYDE